CC=1N=CC(=C2C1N(C=C2)S(=O)(=O)CC2=CC=CC=C2)B2OC(C(O2)(C)C)(C)C 7-methyl-4-(4,4,5,5-tetramethyl-1,3,2-dioxaborolan-2-yl)-1-toluenesulfonyl-1H-pyrrolo[2,3-c]Pyridine